N'-[4-[4-chloro-3-(trifluoromethyl)phenoxy]-2,5-dimethylphenyl]-N-ethyl-N-methylformamidine ClC1=C(C=C(OC2=CC(=C(C=C2C)N=CN(C)CC)C)C=C1)C(F)(F)F